BrC1=CC=C2C(=NC(=NC2=C1OC1CC1)OC[C@]12CCCN2C[C@@H](C1)F)N1C[C@H]2CC[C@@H](C1)N2C(=O)OC(C)(C)C tert-butyl (1R,5S)-3-(7-bromo-8-cyclopropoxy-2-(((2R,7aS)-2-fluorotetrahydro-1H-pyrrolizin-7a(5H)-yl)methoxy)quinazolin-4-yl)-3,8-diazabicyclo[3.2.1]octane-8-carboxylate